CN(C=1C=CC(=C(C1)C1=C(C=CC=C1)F)OCOC)C 5'-dimethylamino-2-fluoro-2'-(methoxymethoxy)-[1,1'-biphenyl]